6-[1-({4-[5-(Difluoromethyl)-1,3,4-oxadiazol-2-yl]-3-fluorophenyl}methyl)-1H-1,2,3-triazol-4-yl]thieno[2,3-d]pyrimidin-4-amine FC(C1=NN=C(O1)C1=C(C=C(C=C1)CN1N=NC(=C1)C1=CC2=C(N=CN=C2N)S1)F)F